(S)-4-(2-(4-(2-acetyl-5-chlorophenyl)-3-methoxy-6-oxopyridazin-1(6H)-yl)-4-phenylbutanamido)benzoic acid C(C)(=O)C1=C(C=C(C=C1)Cl)C=1C(=NN(C(C1)=O)[C@H](C(=O)NC1=CC=C(C(=O)O)C=C1)CCC1=CC=CC=C1)OC